BrC1=CC=C(C2=C1NC=N2)C(=O)N2[C@@H]1C=3C(=NN(C3CC2)C2=CC=C(C=C2)C(C)C)OCCN(C1)C(C=C)=O |r| (rac)-1-(5-(7-bromo-1H-benzo[d]imidazole-4-carbonyl)-2-(4-isopropylphenyl)-2,3,4,5,5a,6,8,9-octahydro-7H-10-oxa-1,2,5,7-tetraazacycloocta[cd]inden-7-yl)prop-2-en-1-one